6-chloro-5-methylpyridine-3,4-diamine ClC1=C(C(=C(C=N1)N)N)C